4-trifluoromethyl-6-oxo-1,6-dihydropyridazine-3-carboxamide FC(C=1C(=NNC(C1)=O)C(=O)N)(F)F